[N].FC(C(=O)C(CCC[C@H](N)C(=O)O)N)(F)F.[N] Nitrogen ε-trifluoroacetyl-L-lysine nitrogen